FC=1C=C(C=C(C1C)[N+](=O)[O-])C=1NC(=NN1)C1CN(C1)C(=O)OC(C)(C)C tert-butyl 3-(5-(3-fluoro-4-methyl-5-nitrophenyl)-4H-1,2,4-triazol-3-yl)azetidine-1-carboxylate